molybdenum (VI) dioxyoxide O1OO1.[Mo+6]